FC([C@@H](O)[C@@H]1[C@@H]2CC[C@H](CN1)N2C(=O)OC(C)(C)C)F tert-butyl (1S,2S,5R)-2-((S)-2,2-difluoro-1-hydroxyethyl)-3,8-diazabicyclo[3.2.1]octane-8-carboxylate